IC1=C(NC2=C1C(NCC2)=O)C2=C(C=NC=C2)O[C@H](C)[C@@H]2N(CC2)C(=O)OC(C)(C)C tert-butyl (2R)-2-[(1R)-1-[(4-{3-iodo-4-oxo-1H,5H,6H,7H-pyrrolo[3,2-c]pyridin-2-yl}pyridin-3-yl)oxy]ethyl]azetidine-1-carboxylate